[Li+].OB(C=1C=NC(=C(C(=O)[O-])C1)OC)O 5-dihydroxyboryl-2-methoxynicotinic acid, lithium salt